1-eicosanoyl-2-(9Z-heptadecenoyl)-glycero-3-phospho-(1'-sn-glycerol) CCCCCCCCCCCCCCCCCCCC(=O)OC[C@H](COP(=O)(O)OC[C@H](CO)O)OC(=O)CCCCCCC/C=C\CCCCCCC